C(C=C)(=O)N1[C@H](CN(C[C@H]1C)C1=C(C(N(C2=NC(=C(C=C12)Cl)C1=C(C(=CC(=C1F)Cl)Cl)N)C=1C(=NC=CC1C)C(C)C)=O)C#N)C ((3S,5R)-4-propenoyl-3,5-dimethylpiperazin-1-yl)-7-(2-amino-3,5-dichloro-6-fluorophenyl)-6-chloro-1-(2-isopropyl-4-methylpyridin-3-yl)-2-oxo-1,2-dihydro-1,8-naphthyridine-3-carbonitrile